C(CCCCCCCCC=C)(=O)[O-] 10E-undecylenate